(2r,3s,5r)-5-(6-amino-2-fluoro-9H-purin-9-yl)-2-ethynyl-2-(hydroxymethyl)tetrahydrofuran-3-ol monohydrate O.NC1=C2N=CN(C2=NC(=N1)F)[C@H]1C[C@@H]([C@](O1)(CO)C#C)O